CCC(CCCCCCCC(CCCCC)O)O hexadecane-3,11-diol